FC=1C(=NC(=NC1)NC1=CC(=CC=C1)OCCO)NC=1C=C(C=CC1)NC(C=C)=O N-(3-(5-fluoro-2-(3-(2-hydroxyethoxy)phenylamino)pyrimidin-4-ylamino)phenyl)acrylamide